(2S)-2-HYDROXY-2H-CHROMENE-2-CARBOXYLIC ACID O[C@@]1(OC2=CC=CC=C2C=C1)C(=O)O